CC1OC(CN(C1)C=1C=CC(=NC1)C=1C=NC(=CC1NC1=NC(=CC(=C1)OCC1(CC1)O)S(=O)(=O)C)NC(C)=O)C N-(5-(2,6-dimethylmorpholino)-4'-((4-((1-hydroxycyclopropyl)methoxy)-6-(methylsulfonyl)pyridin-2-yl)amino)-[2,3'-bipyridin]-6'-yl)acetamide